ClC1=CC=C2C3=C(NC2=C1)[C@H](N[C@@H](C3)C(=O)OC)CC(C)C methyl (1R,3S)-7-chloro-1-isobutyl-2,3,4,9-tetrahydro-1H-pyrido[3,4-b]indole-3-carboxylate